OC1=CC=C(C=N1)C=1C(=C(C#N)C=CC1)N1CCC(CC1)C1=NN=CN1C 3-(6-hydroxypyridin-3-yl)-2-(4-(4-methyl-4H-1,2,4-triazol-3-yl)piperidin-1-yl)benzonitrile